6-[[2-(4-amino-1,2,5-oxadiazol-3-yl)benzoimidazol-1-yl]methyl]-1,3,5-triazine-2,4-diamine NC=1C(=NON1)C1=NC2=C(N1CC1=NC(=NC(=N1)N)N)C=CC=C2